O=C1NC(CCC1N1C(C2=CC=C(C=C2C1=O)OCCCCCN(C(OC(C)(C)C)=O)C1=CC2=C(N=C(S2)C2=CC=C(C=C2)C=2C=NC(=CC2)N(C)C)C=C1)=O)=O tert-butyl N-[5-[2-[2,6-bis(oxo)piperidin-3-yl]-1,3-bis(oxo)isoindol-5-yl]oxypentyl]-N-[2-[4-[6-(dimethylamino)pyridin-3-yl]phenyl]-1,3-benzothiazol-6-yl]carbamate